ClC1=C(C(=O)O)C=C(C=C1)CNC(C(C)C)=O 2-chloro-5-(isobutyramidomethyl)benzoic acid